C(C)OC([C@H](C1=CC=CC=C1)OC(CC(C)=O)=O)=O (S)-2-ethoxy-2-oxo-1-phenylethyl-3-oxobutanoate